The molecule is a 14,15-EET in which the epoxy moiety has 14S,15R-configuration. It is a conjugate acid of a (14S,15R)-EET(1-). It is an enantiomer of a (14R,15S)-EET. CCCCC[C@@H]1[C@@H](O1)C/C=C\\C/C=C\\C/C=C\\CCCC(=O)O